FC(C1=CC2=C(SC(=C2)C(N[C@H]2CCC[C@@H]3N(C2=O)[C@@H](CC3)C(=O)N3CC2(OCC4=C2C=NC=C4)C3)=O)C=C1)P(O)(O)=O (fluoro(2-(((3S,6S,9aS)-5-oxo-3-(1'H-spiro[azetidine-3,3'-furo[3,4-c]pyridine]-1-carbonyl)octahydro-1H-pyrrolo[1,2-a]azepin-6-yl)carbamoyl)benzo[b]thiophen-5-yl)methyl)phosphonic acid